2-bromo-1,3-difluoro-benzene BrC1=C(C=CC=C1F)F